(4-(4-Hydroxy-piperidin-1-yl)-6-[4-(1H-tetrazol-5-yl)-phenyl]-pyrimidin-2-ylamino)-4-methylthiazole-5-carboxylic acid ethyl ester C(C)OC(=O)C1=C(N=C(S1)NC1=NC(=CC(=N1)N1CCC(CC1)O)C1=CC=C(C=C1)C1=NN=NN1)C